COC(C(=C)C)=O.C(C)(=O)N1C(C(C2=CC(=CC=C12)Br)=O)(C1=CC=C(C=C1)C)O 1-acetyl-5-bromo-2-hydroxy-2-(p-tolyl)indol-3-one methyl-methacrylate